(±)-trans-N-[8-amino-6-(4-methyl-3-pyridyl)-2,7-naphthyridin-3-yl]-2-(1-tetrahydropyran-2-ylpyrazol-4-yl)cyclopropanecarboxamide NC=1N=C(C=C2C=C(N=CC12)NC(=O)[C@H]1[C@@H](C1)C=1C=NN(C1)[C@@H]1OCCCC1)C=1C=NC=CC1C |&1:22|